FC1(CC2N(C=3N=CC(=CC13)C(F)(F)F)CCNC2)F 5,5-difluoro-3-(trifluoromethyl)-5,6,6a,7,9,10-hexahydro-8H-pyrazino[1,2-a][1,8]naphthyridin